ClC(C1=NC(=NO1)C=1C=C(C=CC1)C(C(=O)O)C(=O)O)(Cl)Cl 2-(3-(5-(trichloromethyl)-1,2,4-oxadiazol-3-yl)phenyl)malonic acid